3,4-diphenyl-6-(trifluoromethyl)-1-(4-(trifluoromethyl)phenyl)pyridin-2(1H)-one C1(=CC=CC=C1)C=1C(N(C(=CC1C1=CC=CC=C1)C(F)(F)F)C1=CC=C(C=C1)C(F)(F)F)=O